5-pentadecenylresorcinol CCCCCC/C=C\CCCCCCCC1=CC(=CC(=C1)O)O